CC1=C(C=2N(N=C1N1CC=3C=C(C=NC3CC1)C1=CC=NS1)C(=NN2)C(F)(F)F)C 5-(6-(7,8-dimethyl-3-(trifluoromethyl)-[1,2,4]triazolo[4,3-b]pyridazin-6-yl)-5,6,7,8-tetrahydro-1,6-naphthyridin-3-yl)isothiazole